ClC=1C=C(C=CC1Cl)[C@@]12OC[C@@H](N(C1)C(=O)OCC1C3=CC=CC=C3C=3C=CC=CC13)C2 (9H-fluoren-9-yl)methyl (1R,4S)-1-(3,4-dichlorophenyl)-2-oxa-5-azabicyclo[2.2.1]-heptane-5-carboxylate